C(C1=CC=CC=C1)(=O)O.C1(OC=CC2=CC=CC=C12)=O 1H-isochromen-1-one Benzoate